(1s,4s)-5-(2,7-dichloro-8-fluoro-pyrido[4,3-d]pyrimidin-4-yl)-2,5-diazabicyclo[2.2.1]heptane-2-carboxylic acid tert-butyl ester C(C)(C)(C)OC(=O)N1[C@@H]2CN([C@H](C1)C2)C=2C1=C(N=C(N2)Cl)C(=C(N=C1)Cl)F